((6-((3'-(hydroxymethyl)-2,2'-dimethyl-[1,1'-biphenyl]-3-yl)methoxy)-2-methoxypyridin-3-yl)methyl)acetamide OCC=1C(=C(C=CC1)C1=C(C(=CC=C1)COC1=CC=C(C(=N1)OC)CCC(=O)N)C)C